OCCNCC1=CC(=C2CN(C(C2=C1)=O)C=1C=C(C=CC1)C1=C(C=C(C=C1)C#N)C1=NN=CN1C)C(F)(F)F 3'-(6-{[(2-Hydroxyethyl)amino]methyl}-1-oxo-4-(trifluoromethyl)-3H-isoindol-2-yl)-2-(4-methyl-1,2,4-triazol-3-yl)-[1,1'-biphenyl]-4-carbonitrile